COC([C@@H](NC([C@@H](NC(=O)C=1N=C(SC1)C1=C(C=C(C=C1)NC(=O)OC(C)(C)C)Cl)COC(C)=O)=O)CO[Si](C1=CC=CC=C1)(C1=CC=CC=C1)C(C)(C)C)=O N-(O-acetyl-N-(2-(4-((tert-butoxycarbonyl)amino)-2-chlorophenyl)thiazole-4-carbonyl)-L-seryl)-O-(tert-butyldiphenylsilyl)-L-serine methyl ester